[Cl-].CN1C(C=CC1=O)=O N-methylmaleimide chloride